Titanium lithium aluminum phosphate P(=O)([O-])([O-])[O-].[Al+3].[Li+].[Ti+4]